Cl.COC=1C(=CC=2C(=C3C(=NC2C1)CCC3)N[C@H]3CN(CCC3)C(=O)OC(C)(C)C)OC tert-butyl (R)-3-((6,7-dimethoxy-2,3-dihydro-1H-cyclopenta[b]quinolin-9-yl)amino)piperidine-1-carboxylate HCl salt